C(C)(=O)C1=NC=C(C=N1)OC1=CC=C(C=C1)C(C)C1=CC=CC=N1 6-(1-(4-((2-acetylpyrimidin-5-yl)oxy)phenyl)ethyl)pyridine